Cytidin [C@@H]1([C@H](O)[C@H](O)[C@@H](CO)O1)N1C(=O)N=C(N)C=C1